octane-1,6-dicarboxylic acid 6-benzyl ester 1-ethyl ester C(C)OC(=O)CCCCCC(CC)C(=O)OCC1=CC=CC=C1